FC1([C@H]2[C@H](N([C@@H](C1)CC2)C(=O)C=2NC1=CC=CC(=C1C2)OC)C(=O)N[C@H](/C=C\2/C(OCC2)=O)C[C@H]2C(NCC2)=O)F (1R,3S,4R)-5,5-difluoro-2-(4-methoxy-1H-indole-2-carbonyl)-N-((S,E)-1-(2-oxodihydrofuran-3(2H)-ylidene)-3-((S)-2-oxopyrrolidin-3-yl)propan-2-yl)-2-azabicyclo[2.2.2]octane-3-carboxamide